C(C)N1N=C(C(=C1)C1=C(C=CC=C1)[C@H]1C2=C(CN(C1)C(C(=C)C(F)(F)F)=O)SC(=C2)C#N)C(F)(F)F (S)-4-(2-(1-Ethyl-3-(trifluoromethyl)-1H-pyrazol-4-yl)phenyl)-6-(2-(trifluoromethyl)acryloyl)-4,5,6,7-tetrahydrothieno[2,3-c]pyridine-2-carbonitrile